sulfamic acid monoammonium salt [NH4+].S(N)([O-])(=O)=O